CC(C#C)(CC\C=C(\CCCC(CCCC(C)C)C)/C)O (E)-3,7,11,15-tetramethylhexadeca-6-en-1-yn-3-ol